8-chloro-2-[4-(2-hydroxyethoxy)phenyl]chromen-4-one ClC=1C=CC=C2C(C=C(OC12)C1=CC=C(C=C1)OCCO)=O